[3-[6-(2-furylmethyl-amino)imidazo[1,2-b]pyridazin-3-yl]phenyl]methanol O1C(=CC=C1)CNC=1C=CC=2N(N1)C(=CN2)C=2C=C(C=CC2)CO